C[C@]12CC[C@@H]([C@]([C@@H]1CC[C@@]3([C@@H]2CC=C4[C@]3(CC[C@@]5([C@H]4CC(CC5=O)(C)C)C)C)C)(C)CO)O The molecule is a pentacyclic triterpenoid that is oleanane containing a double bond between positions 12 and 13, and is substituted by hydroxy groups at the 3beta and 24-positions, and by an oxo group at position 22. It is a pentacyclic triterpenoid and a cyclic ketone. It derives from a hydride of an oleanane.